BrC1=NOC(=C1)C=O 3-BROMO-5-ISOXAZOLECARBOXALDEHYDE